3-(4-chlorophenyl)-4-phenyl-N-((4-(trifluoromethoxy)phenyl)sulfonyl)-5,6-dihydropyridazine-1(4H)-carboxamide ClC1=CC=C(C=C1)C1=NN(CCC1C1=CC=CC=C1)C(=O)NS(=O)(=O)C1=CC=C(C=C1)OC(F)(F)F